(tert-butylbiphenylyl)(dibenzofuranylphenyl)(diphenylfluorenyl)amine C(C)(C)(C)C=1C(=C(C=CC1)C1=CC=CC=C1)N(C1=C(C(=CC=2C3=CC=CC=C3CC12)C1=CC=CC=C1)C1=CC=CC=C1)C1=C(C=CC=C1)C1=CC=CC=2OC3=C(C21)C=CC=C3